1-(4-benzimidazol-1-yl-phenyl)-3-(5-trifluoromethyl-2H-pyrazol-3-yl)-urea N1(C=NC2=C1C=CC=C2)C2=CC=C(C=C2)NC(=O)NC=2NN=C(C2)C(F)(F)F